6-methylheptyl 2-[4-[4,6-bis(4-phenylphenyl)-1H-1,3,5-triazin-2-ylidene]-3-oxocyclohexa-1,5-dien-1-yl]oxypropanoate C1(=CC=CC=C1)C1=CC=C(C=C1)C1=NC(NC(=N1)C1=CC=C(C=C1)C1=CC=CC=C1)=C1C(C=C(C=C1)OC(C(=O)OCCCCCC(C)C)C)=O